N-ethyl-5-fluoro-2-(3-methyl-6-{1-[(3R)-2-methyl-6-oxohexan-3-yl]azetidin-3-yl}-[1,2,4]triazolo[4,3-a]pyridin-8-yl)-N-(isopropyl)benzamide C(C)N(C(C1=C(C=CC(=C1)F)C=1C=2N(C=C(C1)C1CN(C1)[C@@H](C(C)C)CCC=O)C(=NN2)C)=O)C(C)C